5-[[4-[(2,3-dimethyl-2H-indazol-6-yl)methylamino]-2-pyrimidinyl]amino]-2-methyl-benzenesulfonamide Hydrochloride Cl.CN1N=C2C=C(C=CC2=C1C)CNC1=NC(=NC=C1)NC=1C=CC(=C(C1)S(=O)(=O)N)C